3-((7-((R)-2-(3,5-Difluorophenyl)piperazine-1-carbonyl)-7-azaspiro[4.5]decan-10-yl)methyl)-6-phenylpyrimidin-4(3H)-one FC=1C=C(C=C(C1)F)[C@H]1N(CCNC1)C(=O)N1CC2(CCCC2)C(CC1)CN1C=NC(=CC1=O)C1=CC=CC=C1